C1(=CC=CC2=CC=CC=C12)/C=C/C(=O)NC(=N)N trans-3-(1-Naphthyl)acryloylguanidin